NC=1C=CC=C2C(=CNC12)C1=NC(=NC=C1C(F)(F)F)N[C@@H]1CN(CCC1)C(=O)[O-] (S)-3-((4-(7-amino-1H-Indol-3-yl)-5-(trifluoromethyl)pyrimidin-2-yl)amino)piperidine-1-carboxylate